Heptadecan-9-yl 8-((3-aminopropyl)(8-oxo-8-(undecan-3-yloxy)octyl)amino)octanoate NCCCN(CCCCCCCC(=O)OC(CCCCCCCC)CCCCCCCC)CCCCCCCC(OC(CC)CCCCCCCC)=O